OCCCN[C@@H](C(C)C)C(=O)O 3-hydroxypropyl-valine